OC=1C=C(C=CC1C(C=CC1=CC=CC=C1)=O)NC(C)=O N-[3-Hydroxy-4-(3-phenylprop-2-enoyl)phenyl]acetamide